5-(4-((3-(3-ethylureido)isoxazol-5-yl)methyl)piperidin-1-yl)-6-fluoro-N-methylpicolinamide C(C)NC(NC1=NOC(=C1)CC1CCN(CC1)C=1C=CC(=NC1F)C(=O)NC)=O